methyl 1-(3-chloropyrazin-2-yl)-3,3-dimethylcyclobutane-1-carboxylate ClC=1C(=NC=CN1)C1(CC(C1)(C)C)C(=O)OC